ethyl 3-(2-(4,4,5,5-tetramethyl-1,3,2-dioxaborolan-2-yl)phenoxy)benzoate CC1(OB(OC1(C)C)C1=C(OC=2C=C(C(=O)OCC)C=CC2)C=CC=C1)C